2-(1-(ethylimidazo[4,5-d]pyrrolo[2,3-b]pyridin-1(6H)-yl)piperidin-4-yl)acetonitrile C(C)C1=NC=2C(=C3C(=NC2)NC=C3)N1N1CCC(CC1)CC#N